N1=C(C=NC=C1)C1=CC2=C(OCC(N2)=O)C=C1 6-(pyrazin-2-yl)-2H-benzo[b][1,4]oxazin-3(4H)-one